2-(((2R)-2-fluorotetrahydro-1H-pyrrolizin-7a(5H)-yl)methoxy)-6-((4-methoxybenzyl)oxy)pyrimidine-5-carboxylate F[C@@H]1CC2(CCCN2C1)COC1=NC(=C(C=N1)C(=O)[O-])OCC1=CC=C(C=C1)OC